ClC[C@H](CNC(OC)=O)O Methyl (S)-(3-chloro-2-hydroxypropyl)carbamate